5-hydroxymethyl-2(5H)-furanone OCC1C=CC(O1)=O